OC(C1(CN(C1)C)C#N)(C1=CC=C(C=C1)OC(F)(F)F)C=1C=NC=C(C1)N1CCCC1 3-[Hydroxy-(5-pyrrolidin-1-yl-pyridin-3-yl)-(4-trifluoromethoxy-phenyl)-methyl]-1-methyl-azetidine-3-carbonitrile